C2-hexyl alcohol CC(CCCC)O